piperidine-1-sulfonimidamide N1(CCCCC1)S(=O)(N)=N